ClC1=CC(=C(C=C1)C1(OC2=C(O1)C=CC=C2C2CCN(CC2)CC=2N(C(=CN2)/C=C(/C(=O)O)\C)CC2=CN=CN2CC)C)F (E)-3-(2-((4-(2-(4-chloro-2-fluorophenyl)-2-methylbenzo[d][1,3]dioxol-4-yl)piperidin-1-yl)methyl)-1-((1-ethyl-1H-imidazol-5-yl)methyl)-1H-imidazol-5-yl)-2-methylacrylic acid